ethyl 3-acetamido-2-oxo-1,2,3,4-tetrahydroquinoline-3-carboxylate C(C)(=O)NC1(C(NC2=CC=CC=C2C1)=O)C(=O)OCC